O=C1NC(SC1=CC1=CSC=C1)=S 4-oxo-5-(thiophen-3-ylmethylene)-2-thioxothiazole